CN1C(=NN=C1)S[C@@H](C)C=1C=C(C=CC1)NC(=O)NC1=CC=C(C=C1)N1C(COCC1)=O (S)-1-(3-(1-(4-methyl-4H-1,2,4-triazol-3-ylsulfanyl)ethyl)phenyl)-3-(4-(3-oxomorpholinyl)phenyl)urea